3-(Hydroxymethyl)azetidine-1-carboxylate OCC1CN(C1)C(=O)[O-]